FC1=C(OCC(=O)NC2CN(CCC2)C(CCC(=O)O)=O)C(=CC=C1F)C=1N=C(SC1)N1CCOCC1 4-(3-(2-(2,3-difluoro-6-(2-morpholinothiazol-4-yl)phenoxy)acetamido)piperidin-1-yl)-4-oxobutanoic acid